C(C)OP(=O)(OCC)CC1=CC=C(C=C1)NC(OC(C)(C)C)=O tert-Butyl (4-((Diethoxyphosphoryl)methyl)phenyl)carbamate